FC1C2N(CCCOC12)C(=O)OCC1=CC=CC=C1 Benzyl 8-fluoro-2-oxa-6-azabicyclo[5.1.0]octane-6-carboxylate